7-(2-(2,6-dicarbonylpiperidin-3-yl)-1-carbonylisoindolin-4-yl)heptyl Mesylate S(C)(=O)(=O)OCCCCCCCC1=C2CN(C(C2=CC=C1)=C=O)C1C(NC(CC1)=C=O)=C=O